2-(2-((3'-amino-1-isopropyl-1H,1'H-[5,6'-biindazol]-3-yl)methoxy)phenyl)acetic acid NC1=NNC2=CC(=CC=C12)C=1C=C2C(=NN(C2=CC1)C(C)C)COC1=C(C=CC=C1)CC(=O)O